3-(3-Hydroxy-3-methyl-butyl)-5-nitro-1-(tetrahydrofuran-4-ylmethyl)benzimidazol-2-one OC(CCN1C(N(C2=C1C=C(C=C2)[N+](=O)[O-])CC2CCOC2)=O)(C)C